3-[(3-Methylphenoxypropylsulfanyl)methyl]-1H-1,2,4-triazole-5(4H)-thione CC=1C=C(OCCCSCC2=NNC(N2)=S)C=CC1